Cl.COC=1C=C(CN2CC3=CC=CC=C3C2)C=CC1CCC1CCNCC1 2-(3-methoxy-4-(2-(piperidin-4-yl)ethyl)benzyl)isoindoline hydrochloride